[Cl-].[Cl-].C(C)(C)=[Zr+2](C1=C(C=CC=2C3=CC=C(C=C3CC12)C(C)(C)C)C(C)(C)C)C1C=CC=C1 isopropylidene(cyclopentadienyl)(2,7-di-t-butyl-fluorenyl)zirconium dichloride